1,1-bis(acryloyloxymethyl)methyl isocyanate C(C=C)(=O)OCC(COC(C=C)=O)N=C=O